C(=O)(O)C1CCC(CC1)CCN1CC2=C(CC1)N(C(=N2)C(=O)N)C 5-(2-(4-carboxycyclohexyl)ethyl)-1-methyl-4,5,6,7-tetrahydro-1H-imidazo[4,5-c]pyridine-2-carboxamide